2-mercapto-5-hydroxythio-1,3,4-thiadiazole SC=1SC(=NN1)SO